OC1(CC1)C1=NNC(=N1)C1CC2(CN(C2)C(=O)N2CC3(C2)CC(C3)CC3=CC(=CC(=C3)C(F)(F)F)S(=O)(=O)C)C1 [6-[3-(1-hydroxycyclopropyl)-1H-1,2,4-triazol-5-yl]-2-azaspiro[3.3]heptan-2-yl]-[6-[3-mesyl-5-(trifluoromethyl)benzyl]-2-azaspiro[3.3]heptan-2-yl]methanone